NCCCNC1CCCCC1 3-amino-1-(cyclohexylamino)propane